FC(CN1N=CC=2C1=NC(=CN2)N2CC1(C2)C(N(CCC1)C1=NC=C(C=C1)C(F)(F)F)=O)F 2-[1-(2,2-difluoroethyl)-1H-pyrazolo[3,4-b]pyrazin-6-yl]-6-[5-(trifluoromethyl)pyridin-2-yl]-2,6-diazaspiro[3.5]nonan-5-one